2-methoxyethyl (2-{4-fluoro-5-[3-methyl-2,6-dioxo-4-(trifluoromethyl)-3,6-dihydropyrimidin-1(2H)-yl]-2-nitrophenoxy}phenoxy)acetate FC1=CC(=C(OC2=C(OCC(=O)OCCOC)C=CC=C2)C=C1N1C(N(C(=CC1=O)C(F)(F)F)C)=O)[N+](=O)[O-]